(1R,2R,5S,7S)-endo-7-Ethyl-5-methyl-6,8-dioxabicyclo[3.2.1]octan-2-ol C(C)[C@@H]1O[C@@]2(CC[C@H]([C@H]1O2)O)C